NCCCC(=O)NC1=CC=C(C=C1)NC=1OC2=C(N1)C=CC=C2 4-amino-N-(4-(benzo[d]oxazol-2-ylamino)phenyl)butanamide